C12CNCC(CC1)N2C2=NN1C(CN(CC1)C(=O)NC1CCC(CC1)(F)F)=C2 2-(3,8-diazabicyclo[3.2.1]octan-8-yl)-N-(4,4-difluorocyclohexyl)-6,7-dihydropyrazolo[1,5-a]pyrazine-5(4H)-carboxamide